(1R,3S,5R)-2-(tert-butoxycarbonyl)-5-(methyl-d3)-2-azabicyclo[3.1.0]hexane C(C)(C)(C)OC(=O)N1[C@@H]2C[C@]2(CC1)C([2H])([2H])[2H]